ClC=1C(=NC(=NC1)NC1=CC(=C(C=C1OC(C)C)C1CCN(CC1)CC(=O)NCCOCCO)C)NC1=C(C=CC=C1)S(=O)(=O)C(C)C 2-(4-(4-((5-Chloro-4-((2-(isopropylsulfonyl)phenyl)amino)pyrimidin-2-yl)amino)-5-isopropoxy-2-methylphenyl)piperidin-1-yl)-N-(2-(2-hydroxyethoxy)ethyl)acetamide